4-((pyrrolidin-1-ylsulfonyl)methyl)phenylhydrazine hydrochloride Cl.N1(CCCC1)S(=O)(=O)CC1=CC=C(C=C1)NN